2-hydroxy-6-(3,4-dihydroxybenzylamino)purine OC1=NC(=C2NC=NC2=N1)NCC1=CC(=C(C=C1)O)O